N-(5-tert-butyl-4,6-dichloro-pyrimidin-2-yl)-1-methyl-pyrazole-4-sulfonamide C(C)(C)(C)C=1C(=NC(=NC1Cl)NS(=O)(=O)C=1C=NN(C1)C)Cl